ClC1=CC=C(C=C1)[C@H](C(=O)N1CCN(CC1)C=1C2=C(N=CN1)[C@@H](C[C@H]2C)O)[C@H]2N(CC1(CC1)C2)C(=O)OC(C)(C)C tert-butyl (S)-6-((S)-1-(4-chlorophenyl)-2-(4-((5R,7R)-7-hydroxy-5-methyl-6,7-dihydro-5H-cyclopenta[d]pyrimidin-4-yl) piperazin-1-yl)-2-oxoethyl)-5-azaspiro[2.4]heptane-5-carboxylate